1-(4'-(2-methoxyethoxy)-[1,1'-biphenyl]-3-yl)-N-(4-methyl-1-azabicyclo[3.2.2]non-4-yl)piperidine-4-carboxamide COCCOC1=CC=C(C=C1)C1=CC(=CC=C1)N1CCC(CC1)C(=O)NC1(CCN2CCC1CC2)C